C(C)(C)(C)OC(=O)N1CCC(=CC1)C1=CC=C(C=C1)NC(=O)C12CCC(CC1)(CC2)C(NC2=CC=C(C=C2)NC(=O)OC(C)(C)C)=O 4-(4-{[4-(4-tert-butoxycarbonylamino-phenylcarbamoyl)-bicyclo[2.2.2]octane-1-carbonyl]-amino}-phenyl)-3,6-dihydro-2H-pyridine-1-carboxylic acid tert-butyl ester